N-(1H-benzimidazol-2-ylmethyl)-2-(1,4-oxazepan-4-yl)-8-(propan-2-yl)pyrazolo[1,5-a][1,3,5]triazin-4-amine N1C(=NC2=C1C=CC=C2)CNC2=NC(=NC=1N2N=CC1C(C)C)N1CCOCCC1